C(#N)CC[SiH2]C(OCC)OCC 2-cyanoethyldiethoxymethylsilane